dibromozinc Br[Zn]Br